OCCCCCC[N+]1=CC(=CC(=C1)CCCCCCO)CCCCCCO 1,3,5-tris(6-hydroxyhexyl)pyridinium